Tert-butyl ((2R,4S)-1-acetyl-6-bromo-2-methyl-1,2,3,4-tetrahydroquinolin-4-yl)carbamate C(C)(=O)N1[C@@H](C[C@@H](C2=CC(=CC=C12)Br)NC(OC(C)(C)C)=O)C